diethyl (S)-4-(5-((benzyloxy)carbonyl)thiophen-2-yl)-2-(1-(tert-butoxycarbonyl)pyrrolidin-2-yl)-6-((4-fluorophenoxy)methyl)pyridine-3,5-dicarboxylate C(C1=CC=CC=C1)OC(=O)C1=CC=C(S1)C1=C(C(=NC(=C1C(=O)OCC)COC1=CC=C(C=C1)F)[C@H]1N(CCC1)C(=O)OC(C)(C)C)C(=O)OCC